2-((4-oxo-3-phenyl-4,5-dihydro-3H-pyrimido[5,4-b]indol-2-yl)thio)acetic acid O=C1N(C(=NC2=C1NC=1C=CC=CC21)SCC(=O)O)C2=CC=CC=C2